5-furylidenedi(methylene)diacetic acid O1CC=CC1(CCC(=O)O)CCC(=O)O